(S)-N-(tert-butyl)-4-chloro-1-oxo-3-(1-((5-oxo-5,8-dihydropyrido[2,3-d]pyrimidin-4-yl)amino)ethyl)-2-phenyl-1,2-dihydroisoquinoline-8-carboxamide C(C)(C)(C)NC(=O)C=1C=CC=C2C(=C(N(C(C12)=O)C1=CC=CC=C1)[C@H](C)NC=1C2=C(N=CN1)NC=CC2=O)Cl